C(C)C1=C(C=C(C(=C1)O)F)C1=CC=C2C(=NNC2=C1)C1=NC2=C(N1)CN(C2)C(CC)=O 1-(2-(6-(2-ethyl-5-fluoro-4-hydroxyphenyl)-1H-indazol-3-yl)-4,6-dihydropyrrolo[3,4-d]imidazol-5(1H)-yl)propan-1-one